4-oxaspiro[2.4]heptan C1CC12OCCC2